N-[4-[2-(4-fluorophenyl)-4-(3-methylphenyl)-1,3-thiazol-5-yl]-2-pyridinyl]-3-phenylpropanamide FC1=CC=C(C=C1)C=1SC(=C(N1)C1=CC(=CC=C1)C)C1=CC(=NC=C1)NC(CCC1=CC=CC=C1)=O